ClC=1C(N(C(=CC1OCC1=NC=C(C=C1F)F)C)C1=CC(=NC=C1CF)N1C(C(=CC=C1)C(C)(C)O)=O)=O 3''-chloro-4''-((3,5-difluoropyridin-2-yl)methoxy)-5'-(fluoromethyl)-3-(2-Hydroxypropan-2-yl)-6''-methyl-2H,2''H-[1,2':4',1''-terpyridine]-2,2''-dione